C(CCC)C(C#N)C Butyl-propionitrile